5-(4-(4-(2-(2-aminopyridin-3-yl)-5-phenyl-3H-imidazo[4,5-b]pyridin-3-yl)benzyl)piperazine-1-carbonyl)thiazole-2-carbonitrile NC1=NC=CC=C1C1=NC=2C(=NC(=CC2)C2=CC=CC=C2)N1C1=CC=C(CN2CCN(CC2)C(=O)C2=CN=C(S2)C#N)C=C1